5-bromo-2-(pentafluoro-λ6-sulfanyl)pyridine BrC=1C=CC(=NC1)S(F)(F)(F)(F)F